NC1=C(C(=NN1C(C)C)C1=CC=C(C=C1)OCC1=CC=CC=C1)C(=O)N 5-amino-3-(4-(benzyloxy)phenyl)-1-isopropyl-1H-pyrazole-4-carboxamide